FC(OC=1C=C(C=CC1F)[C@H](CC(=O)O)NC(CNC(=O)C1=CC(=C2C=NNC2=C1)NC=1NCC(CN1)F)=O)F (3S)-3-(3-(difluoromethoxy)-4-fluorophenyl)-3-(2-(4-((5-fluoro-1,4,5,6-tetrahydropyrimidin-2-yl)amino)-1H-indazole-6-carboxamido)acetamido)propanoic acid